3-(2-(4-(4-ethylphenoxy)butyrylamino)benzoylamino)benzoic acid C(C)C1=CC=C(OCCCC(=O)NC2=C(C(=O)NC=3C=C(C(=O)O)C=CC3)C=CC=C2)C=C1